citric acid tri-(4-ethoxy-4-oxo-butan-2-yl) ester C(C)OC(CC(C)OC(CC(O)(C(=O)OC(C)CC(=O)OCC)CC(=O)OC(C)CC(=O)OCC)=O)=O